6-(2-amino-5-(1-(tetrahydro-2H-pyran-4-yl)-1H-pyrazol-4-yl)pyridin-3-yl)-3,4-dihydroisoquinolin-1(2H)-one NC1=NC=C(C=C1C=1C=C2CCNC(C2=CC1)=O)C=1C=NN(C1)C1CCOCC1